4-(((2-(difluoromethyl)phenyl)sulfonyl)difluoromethyl)piperidine FC(C1=C(C=CC=C1)S(=O)(=O)C(C1CCNCC1)(F)F)F